(-)-ethyl 2-(2-((2-((1,1-dimethylethylsulfinamido)methyl)-7-iodobenzofuran-5-yl)methoxy)phenyl)acetate CC(C)(S(=O)NCC=1OC2=C(C1)C=C(C=C2I)COC2=C(C=CC=C2)CC(=O)OCC)C